bis(disilanyl)phosphine [SiH2]([SiH3])P[SiH2][SiH3]